tert-Butyl 2-phenyl-6-azaspiro[3.4]octane-6-carboxylate C1(=CC=CC=C1)C1CC2(C1)CN(CC2)C(=O)OC(C)(C)C